6-((3-fluorobenzyl)oxy)-1-methyl-5-(o-tolyl)-1H-pyrazolo[3,4-d]pyrimidin-4(5H)-one FC=1C=C(COC=2N(C(C3=C(N2)N(N=C3)C)=O)C3=C(C=CC=C3)C)C=CC1